ClC1=CC(=NC=N1)NC1=C(C=CC=C1)N(S(=O)(=O)C)C N-(2-((6-chloropyrimidin-4-yl)amino)phenyl)-N-methylmethanesulfonamide